1-(2,3-difluorophenyl)piperazine hydrochloride Cl.FC1=C(C=CC=C1F)N1CCNCC1